methyl 4-[(4-bromo-6,7-difluoro-1H-indol-5-yl)sulfanyl]pyridine-2-carboximidothioate BrC1=C2C=CNC2=C(C(=C1SC1=CC(=NC=C1)C(=N)SC)F)F